ClC1=C(C=CC=C1)CN1N=C(C=C1C1=CC(=CC=C1)OC)/C=C/C(C(=O)O)(C)C (3E)-4-[1-[(2-chlorophenyl)methyl]-5-(3-methoxyphenyl)-1H-pyrazol-3-yl]-2,2-dimethylbut-3-enoic acid